methyl 2-[4-(1,1-difluoroethyl)-1-oxo-[1,2,4]triazino[4,5-a]indol-2-yl]acetate FC(C)(F)C1=NN(C(C=2N1C=1C=CC=CC1C2)=O)CC(=O)OC